ClC=1C(=NC(=NC1)NC1=C(C=C(C=C1)N1CCC(CC1)N1CCN(CC1)C)OC)NC=1C=CC=C2CCCN(C12)C(C)=O 1-(8-((5-chloro-2-((2-methoxy-4-(4-(4-methylpiperazin-1-yl)piperidin-1-yl)phenyl)amino)pyrimidin-4-yl)amino)-3,4-dihydroquinolin-1(2H)-yl)ethan-1-one